(S)-2-((2-chloro-5-cyano-3-(4-(1,1-dioxidotetrahydro-2H-thiopyran-4-yl)-2-methylpiperazin-1-yl)phenyl)amino)-4-(ethylamino)pyrazolo[1,5-a][1,3,5]triazine-8-carbonitrile ClC1=C(C=C(C=C1N1[C@H](CN(CC1)C1CCS(CC1)(=O)=O)C)C#N)NC1=NC=2N(C(=N1)NCC)N=CC2C#N